ClC=1C(=C(NC=2C3=C(N=CN2)C=CC(=N3)NCCCNC(OC(C)(C)C)=O)C=CC1)F tert-butyl N-[3-[[4-(3-chloro-2-fluoro-anilino)pyrido[3,2-d]pyrimidin-6-yl]amino]propyl]carbamate